COC(=O)CC=1C(NC(NC1)=O)=O 5-(methoxycarbonyl-methyl)uracil